hexyl isobutyrate (2-methyl-propionate) CC(C(=O)O)C.C(C(C)C)(=O)OCCCCCC